1-(4-{1-Isopropyl-7-[(quinolin-3-ylmethyl)-amino]-1H-pyrazolo[4,3-d]pyrimidin-5-yl}-piperazin-1-yl)-ethanon C(C)(C)N1N=CC=2N=C(N=C(C21)NCC=2C=NC1=CC=CC=C1C2)N2CCN(CC2)C(C)=O